5-(2-chloroethyl)-1-(4-fluorophenyl)-6-(2-methoxypyridin-3-yl)-1,5-dihydro-4H-pyrazolo[3,4-d]pyrimidin-4-one ClCCN1C(=NC2=C(C1=O)C=NN2C2=CC=C(C=C2)F)C=2C(=NC=CC2)OC